FC=1C(=NC=CC1)CNC(=O)C=1N=C(OC1)CCNCCC1=NC2=C(N1CCC1=NC=CC=C1)C=CC=C2 N-((3-fluoropyridin-2-yl)methyl)-2-(2-((2-(1-(2-(pyridin-2-yl)ethyl)-1H-benzo[d]imidazol-2-yl)ethyl)amino)ethyl)oxazole-4-carboxamide